4-(benzyloxy)-2-chloro-6-methyl-3-(1-methyl-1H-pyrazol-5-yl)pyridine C(C1=CC=CC=C1)OC1=C(C(=NC(=C1)C)Cl)C1=CC=NN1C